tert-butyl-uracil C(C)(C)(C)C=1C(NC(NC1)=O)=O